(3R,4R)-4-[(5S)-5H-imidazo[4,3-a]isoindol-5-yl]oxolan-3-amine C=1N=CN2C1C1=CC=CC=C1[C@@H]2[C@H]2[C@H](COC2)N